amino-2-nitrobenzene-1,4-dicarboxylic acid NC=1C(=C(C=CC1C(=O)O)C(=O)O)[N+](=O)[O-]